4-chlorobenzyl (4-((3-methoxy-1-methyl-1H-pyrazole-5-carboxamido)meth-yl)phenyl)carbamate COC1=NN(C(=C1)C(=O)NCC1=CC=C(C=C1)NC(OCC1=CC=C(C=C1)Cl)=O)C